2-(7-((2S,5R)-5-ethyl-4-(1-(4-fluoro-2-methoxyphenyl)ethyl)-2-methylpiperazin-1-yl)-4-methyl-5-oxo-4,5-dihydro-2H-pyrazolo[4,3-b]pyridin-2-yl)acetonitrile C(C)[C@H]1N(C[C@@H](N(C1)C=1C=2C(N(C(C1)=O)C)=CN(N2)CC#N)C)C(C)C2=C(C=C(C=C2)F)OC